silver 2-hydroxybutane-1-sulfonate OC(CS(=O)(=O)[O-])CC.[Ag+]